1-(5-Fluoro-1H-indol-2-yl)ethan-1-one amyl-salicylate (amyl-2-hydroxybenzoate) C(CCCC)C=1C(=C(C(=O)O)C=CC1)O.C(CCCC)OC=1C(C(=O)O)=CC=CC1.FC=1C=C2C=C(NC2=CC1)C(C)=O